N-(trimethylsilyl)nicotinamide C[Si](NC(C1=CN=CC=C1)=O)(C)C